Cl.O(C1=CC=CC=C1)C[C@H](C)N (2S)-1-phenoxy-2-propanamine hydrochloride